l-lysine 3-(2-(dimethylamino) ethyl)-1H-indol-4-yl ester tri-hydrochloride Cl.Cl.Cl.CN(CCC1=CNC2=CC=CC(=C12)OC([C@@H](N)CCCCN)=O)C